5-(((tert-Butoxycarbonyl)amino)methyl)thiophene C(C)(C)(C)OC(=O)NCC1=CC=CS1